(3R,4R,5R,6R)-6-(Acetoxymethyl)-3-propionylamino-tetrahydro-2H-pyran-2,4,5-triyl triacetate C(C)(=O)OC1O[C@@H]([C@@H]([C@@H]([C@H]1NC(CC)=O)OC(C)=O)OC(C)=O)COC(C)=O